2-Methyl-6-{[4-methyl-1-(6-methylpyridin-3-yl)-1H-1,2,3-triazol-5-yl]methoxy}-1,2,3,4-tetrahydro-2,7-naphthyridine CN1CC2=CN=C(C=C2CC1)OCC1=C(N=NN1C=1C=NC(=CC1)C)C